2-[[(phenylmethyl)hydroxyphosphinyl]oxy]glutaric acid C1(=CC=CC=C1)CP(=O)(OC(C(=O)O)CCC(=O)O)O